COC1=C(CN(S(=O)(=O)C2=C(C=C(C=C2F)F)F)C2=NC=CC=N2)C=CC(=C1)OC N-(2,4-dimethoxybenzyl)-2,4,6-trifluoro-N-(pyrimidin-2-yl)benzenesulfonamide